N1CC(CC1)C1=CC=CC(=N1)C=1C=NN2C1C=CC=C2 3-(6-(pyrrolidin-3-yl)pyridin-2-yl)pyrazolo[1,5-a]pyridine